Cl.Cl.Cl.CN1CCC(CC1)N1CCNCC1 1-(1-methylpiperidine-4-yl)piperazine tri-hydrochloride